2-(4-cyclopropoxyphenyl)-6-(morpholin-4-ylmethyl)-3-oxo-N-{[2-(pyrimidin-2-yl)phenyl]methyl}-5H,6H,7H,8H-imidazo[1,5-a]pyrazine-1-carboxamide trifluoroacetic acid salt FC(C(=O)O)(F)F.C1(CC1)OC1=CC=C(C=C1)N1C(N2C(CNC(C2)CN2CCOCC2)=C1C(=O)NCC1=C(C=CC=C1)C1=NC=CC=N1)=O